CCCCCCCCCCCCCCC/C=C/C(=O)SCCNC(=O)CCNC(=O)[C@@H](C(C)(C)COP(=O)(O)OP(=O)(O)OC[C@@H]1[C@H]([C@H]([C@@H](O1)N2C=NC3=C(N=CN=C32)N)O)OP(=O)(O)O)O The molecule is an octadecenoyl-CoA that results from the formal condensation of the thiol group of coenzyme A with the carboxy group of trans-2-octadecenoic acid. It has a role as a human metabolite, a Saccharomyces cerevisiae metabolite, an Escherichia coli metabolite and a mouse metabolite. It is a trans-2-enoyl-CoA, an 11,12-saturated fatty acyl-CoA and an octadecenoyl-CoA. It derives from a trans-octadec-2-enoic acid. It is a conjugate acid of a trans-2-octadecenoyl-CoA(4-).